C1(CC1)COCCC1C(N(C(CO1)C1=CC=C(C=C1)OC)C(=O)N)(C)C [2-(cyclopropylmethoxy)ethyl]-5-(4-methoxyphenyl)-3,3-dimethylmorpholine-4-carboxamide